N1=CC(=CC=C1)CCCCO 4-(3-pyridyl)-butanol